(1R)-1-(4-chloro-2-pyridyl)ethanol ClC1=CC(=NC=C1)[C@@H](C)O